FC=1C(=C(C=CC1P(=O)(O)O)C(C(=O)N[C@@H]1B(OC2=C(C1)C=CC=C2C(=O)O)O)NC(=O)N2C(N(CC2)S(=O)(=O)C)=O)O (3R)-3-(2-(3-fluoro-2-hydroxy-4-phosphonophenyl)-2-(3-(methylsulfonyl)-2-oxoimidazolidine-1-carboxamido)acetamido)-2-hydroxy-3,4-dihydro-2H-benzo[e][1,2]oxaborinine-8-carboxylic acid